(2R)-2-amino-4-penten-1-ol hydrochloride Cl.N[C@@H](CO)CC=C